(E)-N-(2-benzoyl-3-m-fluorophenylallyl)-4-toluenesulfonamide C(C1=CC=CC=C1)(=O)\C(\CNS(=O)(=O)C1=CC=C(C)C=C1)=C\C1=CC(=CC=C1)F